ClC1=C(OCCN(C(=O)Cl)CCC)C(=CC(=C1)Cl)Cl (2,4,6-trichlorophenoxyethyl)propylcarbamoyl chloride